C(=O)(C=C)N1C(OCC1)=O acryl-2-oxazolidinone